3,5-difluoro-4-((5S,7R)-7-methyl-6-(2,2,2-trifluoroethyl)-5,6,7,8-tetrahydro-[1,3]dioxolo[4,5-g]isoquinolin-5-yl)phenol FC=1C=C(C=C(C1[C@H]1N([C@@H](CC=2C=C3C(=CC12)OCO3)C)CC(F)(F)F)F)O